5-(2-ethoxy-1-naphthyl)-1,3-cyclohexanedione C(C)OC1=C(C2=CC=CC=C2C=C1)C1CC(CC(C1)=O)=O